C1(=CC=CC=C1)C1OC2=CC=CC=C2C(C1)=O 2-Phenyl-2,3-dihydro-chromen-4-one